(R)-1-((4-(((R)-1-(3-(difluoromethyl)-2-fluorophenyl)ethyl)amino)-2-methylpyrido[3,4-d]pyrimidin-6-yl)sulfonyl)piperidin-3-ol FC(C=1C(=C(C=CC1)[C@@H](C)NC=1C2=C(N=C(N1)C)C=NC(=C2)S(=O)(=O)N2C[C@@H](CCC2)O)F)F